1-(3-cyano-7-fluoro-1-isopropyl-1H-indazol-5-yl)-1H-pyrazole-4-carboxylic acid C(#N)C1=NN(C2=C(C=C(C=C12)N1N=CC(=C1)C(=O)O)F)C(C)C